lauric acid, ethyl ester C(CCCCCCCCCCC)(=O)OCC